ClC1=C(C=CC=C1F)CC(C(=O)O)(F)F 2-chloro-α,α,3-trifluoro-phenylpropionic acid